methyloxycarbonyl-2-aminoacetaldehyde COC(=O)C(C=O)N